NC1=NN=C2N1N=C(N=N2)N2N=C(C=C2C)C 3-amino-6-(3,5-dimethylpyrazole-1-yl)-[1,2,4]triazolo[4,3-b][1,2,4,5]tetrazine